2-(3-methylphenyl)propylene oxide CC=1C=C(C=CC1)C1(CO1)C